pyridazinium chloride salt [Cl-].[NH+]1=NC=CC=C1